OC=1C=CC2=C(CN(S(O2)(=O)=O)CC=2C=C(C=CC2OC)C(CC(=O)OCC)C2=C(C3=C(N(N=N3)CCOCCO)C=C2)C)C1 ethyl 3-{3-[(6-hydroxy-2,2-dioxo-2H-1,2λ6,3-benzoxathiazin-3(4H)-yl)methyl]-4-methoxyphenyl}-3-{1-[2-(2-hydroxyethoxy)ethyl]-4-methyl-1H-benzotriazol-5-yl}propanoate